ClC=1C=C(NC2(CCC3([C@H](CC4=CC=CC=C34)CCCOC3=C(C=NC=C3)C)CC2)C(=O)O)C=CC1 (1r,2'S,4S)-4-(3-chloroanilino)-2'-{3-[(3-methylpyridin-4-yl)oxy]propyl}-2',3'-dihydrospiro[cyclohexane-1,1'-indene]-4-carboxylic acid